2-(1,3-oxazol-5-yl)pyridin O1C=NC=C1C1=NC=CC=C1